7-[[5-[(3S)-3-(1-hydroxy-1-methyl-ethyl)-1-piperidyl]-2-pyridyl]amino]-4-(7-methylimidazo[1,2-a]pyrimidin-3-yl)isoindolin-1-one OC(C)(C)[C@@H]1CN(CCC1)C=1C=CC(=NC1)NC=1C=CC(=C2CNC(C12)=O)C1=CN=C2N1C=CC(=N2)C